decyl-pyridine bromide [Br-].C(CCCCCCCCC)C1=NC=CC=C1